OC1=C(C=CC(=C1)OC)C(CC)=O 1-(2-Hydroxy-4-methoxyphenyl)propan-1-one